BrC1=C(C=C(OC=2N(C=CN2)C)C=C1)OC 2-(4-bromo-3-methoxyphenoxy)-1-methyl-1H-imidazole